tert-Butyl 4-(2-chloronicotinoyl)-4-methylpiperidine-1-carboxylate ClC1=C(C(=O)C2(CCN(CC2)C(=O)OC(C)(C)C)C)C=CC=N1